FC1=CC(=C(C=C1)C1=CC(OC2=CC(=CC=C12)O[C@@H](C(=O)O)C)=O)NC(CCCCCCCCCCCCC)=O (2R)-2-[4-[4-fluoro-2-(tetradecanoylamino)phenyl]-2-oxo-chromen-7-yl]oxypropanoic acid